2-(4-((5-chloro-4-((4-((3,3-difluorocyclobutyl)amino)cyclohexyl)methoxy)pyrimidin-2-yl)amino)-3-methyl-1H-pyrazol-1-yl)-2-methylpropanenitrile ClC=1C(=NC(=NC1)NC=1C(=NN(C1)C(C#N)(C)C)C)OCC1CCC(CC1)NC1CC(C1)(F)F